C(C)(C)(C)OC(N[C@@H]1CN([C@@H](C1)C([2H])([2H])O)C1=C(C=CC(=C1)C=1C=NC=CC1C#N)[N+](=O)[O-])=O (3S,5S)-1-(5-(4-cyanopyridin-3-yl)-2-nitrophenyl)-5-(hydroxymethyl-d2)pyrrolidin-3-ylcarbamic acid tert-butyl ester